C(C[C@H](O)[C@H](O)CO)O deoxyribitol